CC1=CC=CC(=N1)C1=NC=CC(=N1)NC1=NC(=NC=C1)NC=1C=C(SC1)NC(=O)C1CNCC1 N-[4-[[4-[[2-(6-methyl-2-pyridyl)pyrimidin-4-yl]amino]pyrimidin-2-yl]amino]-2-thienyl]pyrrolidine-3-carboxamide